C(CCCCCCCCCCCCCCC)(=O)C(C)O hexadecanoyl-ethanol